C(C=C)OC1=C(C(=C(C=C1Cl)Cl)Cl)C1CN=C(C1)CCC(=O)NN (3-(2-(allyloxy)-3,5,6-trichlorophenyl)-3,4-dihydro-2H-pyrrol-5-yl)propionyl-hydrazine